(5-pyridinyl)-1,3,4-thiadiazole-2(3H)-thione N1=CC=CC(=C1)N1C(SC=N1)=S